1-benzyl-N-[[4-(methylamino)-2-methylsulfanyl-pyrimidin-5-yl]methyl]-2,3,4,4a,5,6,7,7a-octahydrocyclopenta[b]pyridin-4-amine C(C1=CC=CC=C1)N1C2C(C(CC1)NCC=1C(=NC(=NC1)SC)NC)CCC2